(S)-4-((1-(3-cyanothiophen-2-yl)pyrrolidin-3-yl)methoxy)-2-cyclopropylpyrimidine-5-carbonitrile C(#N)C1=C(SC=C1)N1C[C@H](CC1)COC1=NC(=NC=C1C#N)C1CC1